tert-butyl α-pivaloyloxyisobutyrate (1,1-dimethylethyl α-pivaloyloxyisobutyrate) CC(C)(C)CC(C(=O)O)(C)OC(C(C)(C)C)=O.C(C(C)(C)C)(=O)OC(C(=O)OC(C)(C)C)(C)C